FC(OC=1C=CC(=NC1)NC(=O)C12CC(C1)(C2)NC(OC(C)(C)C)=O)(F)F tert-butyl (3-((5-(trifluoromethoxy)pyridin-2-yl)carbamoyl)bicyclo[1.1.1]pentan-1-yl)carbamate